CC1(S(OCC2=C1C=CC=C2C(F)(F)F)(=O)=O)C 4,4-dimethyl-8-(trifluoromethyl)-1,4-dihydrobenzo[d][1,2]oxathiine 3,3-dioxide